1-bromo-5-methoxy-2-(methoxy)-4-methylbenzene BrC1=C(C=C(C(=C1)OC)C)OC